O=C1NC(CCC1NC1=CC(=C(C=C1)N1CCN(CC1)C(=O)OC(C)(C)C)C(F)(F)F)=O tert-butyl 4-[4-[(2,6-dioxo-3-piperidyl)amino]-2-(trifluoromethyl)phenyl]piperazine-1-carboxylate